C1(CCCCC1)CN1C=NC(=C1)C1=NN2C(C(N1C(C)C)=O)=NC=C2C=2N=CN(C2)C(C2=CC=CC=C2)(C2=CC=CC=C2)C2=CC=CC=C2 2-(1-(Cyclohexylmethyl)-1H-imidazol-4-yl)-3-isopropyl-7-(1-trityl-1H-imidazol-4-yl)imidazo[2,1-f][1,2,4]triazin-4(3H)-one